2,2'-bis(methoxymethoxy)-3,3'-diphenyl-1,1'-binaphthyl COCOC1=C(C2=CC=CC=C2C=C1C1=CC=CC=C1)C1=C(C(=CC2=CC=CC=C12)C1=CC=CC=C1)OCOC